di-[4-(1-naphthyl)-phenyl] carbonate C(OC1=CC=C(C=C1)C1=CC=CC2=CC=CC=C12)(OC1=CC=C(C=C1)C1=CC=CC2=CC=CC=C12)=O